FC1(OC2=C(O1)C=CC(=C2)C2=CN=C(S2)NC(=O)C2N1C=CC=C1C(CC2)=O)F N-[5-(2,2-difluoro-1,3-benzodioxol-5-yl)thiazol-2-yl]-8-oxo-6,7-dihydro-5H-indolizine-5-carboxamide